C(#N)/C(/C(=O)NC1=NC=C(C=C1)OC1=CC=CC=C1)=C(\C=1C=NOC1C)/O (Z)-2-cyano-3-hydroxy-3-(5-methylisoxazol-4-yl)-N-(5-phenoxypyridin-2-yl)acrylamide